BrC1=CC=C2C(C(C=3C=CC=C1C32)N3C(N(C(CC3)=O)C(=O)OC(C)(C)C)=O)=O tert-butyl 3-(5-bromo-2-oxo-1,2-dihydroacenaphthylen-1-yl)-2,6-dioxotetrahydropyrimidine-1(2H)-carboxylate